(S)-2-(4-(4-cyanobenzamido)benzamido)-N1-(4-ethynylphenyl)-N4-tritylsuccinamide C(#N)C1=CC=C(C(=O)NC2=CC=C(C(=O)N[C@H](C(=O)NC3=CC=C(C=C3)C#C)CC(=O)NC(C3=CC=CC=C3)(C3=CC=CC=C3)C3=CC=CC=C3)C=C2)C=C1